NC=1N=C(SC1C(=O)C1=CC(=NO1)C1=CC=NC=C1)N(C1=CC=C(C=C1)F)[C@@H](C(=O)N)C |r| rac-2-(N-[4-amino-5-[3-(4-pyridinyl)isoxazole-5-carbonyl]thiazol-2-yl]-4-fluoro-anilino)propanamide